C(C)(C)(C)OC(=O)N1CCN(CC1)CC1=NOC2=C1C=C(C=C2)Br 4-((5-bromobenzo[d]isoxazol-3-yl)methyl)piperazine-1-carboxylic acid tert-butyl ester